C(C)(C)NCC(COC1=C(C=C(C=C1C)C)C)O (isopropylamino)-3-(mesityloxy)propan-2-ol